5-chloro-N-[2,4-difluoro-3-[1-(5-methyl-4H-1,2,4-triazol-3-yl)imidazo[1,5-a]pyrazin-6-yl]phenyl]-2-methoxypyridine-3-sulfonamide ClC=1C=C(C(=NC1)OC)S(=O)(=O)NC1=C(C(=C(C=C1)F)C=1N=CC=2N(C1)C=NC2C2=NN=C(N2)C)F